ClC1=CC=C2C(=N1)N(N=N2)C2=CC(=C(C(=O)O)C=C2)F 4-(5-chloro-3H-[1,2,3]triazolo[4,5-b]pyridin-3-yl)-2-fluorobenzoic acid